C(C)OC(C(C(=O)C=1SC=C(C1)C1=CN(C2=CC(=CC=C12)F)C(=O)OC(C)(C)C)(F)F)=O difluoro-3-(4-(1-Boc-6-fluoro-1H-indol-3-yl)thiophen-2-yl)-3-oxopropanoic acid ethyl ester